3-allyl-2-[6-[5-[1-benzyloxy-1-(trifluoromethyl)pent-4-enyl]-1,3,4-oxadiazol-2-yl]-5-nitro-3-(trifluoromethyl)-2-pyridyl]-1,2-thiazolidine 1,1-dioxide C(C=C)C1N(S(CC1)(=O)=O)C1=NC(=C(C=C1C(F)(F)F)[N+](=O)[O-])C=1OC(=NN1)C(CCC=C)(C(F)(F)F)OCC1=CC=CC=C1